COC(C(CCCC)NC(=O)C(CC(=O)O)NC(NC1=CC=C(C=C1)[N+](=O)[O-])=O)=O 3-[(1-methoxy-1-oxohexan-2-yl)carbamoyl]-3-{[(4-nitrophenyl)carbamoyl]amino}propanoic acid